FC(C(=O)O)(F)F.N1CC(C1)CP(C)(C)=O (azetidin-3-ylmethyl)dimethylphosphine oxide trifluoroacetate salt